L-5-formyltetrahydrofolate C(=O)N1C=2C(NC(=NC2NCC1CNC1=CC=C(C(N[C@@H](CCC(=O)[O-])C(=O)O)=O)C=C1)N)=O